di(eicosyl) sebacate C(CCCCCCCCC(=O)OCCCCCCCCCCCCCCCCCCCC)(=O)OCCCCCCCCCCCCCCCCCCCC